N-methylacetamide trifluoroacetate salt FC(C(=O)O)(F)F.CNC(C)=O